6-isopropyl-4-((R)-3-methylmorpholino)-2-(1H-pyrazol-3-yl)-7,8-dihydro-6H-pyrazolo[4,5,1-ij][1,7]naphthyridine-6-ol C(C)(C)C1(CCN2C3=C(N=C(C=C13)N1[C@@H](COCC1)C)C(=N2)C2=NNC=C2)O